BrC1=CC=C(C=C1)C(=C(CCCO)C1=CC=CC=C1)C1=CC=C(C=C1)N1CCNCC1 5-(4-bromophenyl)-4-phenyl-5-(4-(piperazin-1-yl)phenyl)pent-4-en-1-ol